(S)-N-((1S)-1-cyano-2-cyclobutylbutyl)-2-methylpropane-2-sulfinamide C(#N)[C@H](C(CC)C1CCC1)N[S@@](=O)C(C)(C)C